BrC=1C=C(C=C(C1)OCCOC)NS(=O)(=O)C N-(3-bromo-5-(2-methoxyethoxy)phenyl)methanesulfonamide